CC=1N=CSC1C=1C=CC(=C(OCCOCC(=O)O)C1)CNC(=O)[C@H]1N(C[C@@H](C1)O)C([C@H](C(C)C)N1C(C2=CC=CC=C2C1)=O)=O 2-[2-[5-(4-methylthiazol-5-yl)-2-[[[(2S,4R)-4-hydroxy-1-[(2S)-3-methyl-2-(1-oxoisoindolin-2-yl)butanoyl]pyrrolidine-2-carbonyl]amino]methyl]phenoxy]ethoxy]acetic acid